tert-butyl 8-bromo-6-chloro-2,3-dihydro-4H-benzo[b][1,4]oxazine-4-carboxylate BrC1=CC(=CC2=C1OCCN2C(=O)OC(C)(C)C)Cl